7-(4-{5-[5-Fluoro-6-(2-methoxyethoxy)-1H-indazol-3-yl]-1,2-oxazol-3-yl}benzoyl)-2-oxa-7-azaspiro[3.5]nonan FC=1C=C2C(=NNC2=CC1OCCOC)C1=CC(=NO1)C1=CC=C(C(=O)N2CCC3(COC3)CC2)C=C1